COC1=CC=C(C=C1)C(OC[C@H]1OC[C@@H]([C@@H]1O)OCCO)(C1=CC=CC=C1)C1=CC=C(C=C1)OC (2R,3S,4S)-2-((bis(4-methoxyphenyl)(phenyl)methoxy)methyl)-4-(2-hydroxyethoxy)tetrahydrofuran-3-ol